NC1=CNC=C1F (3R,4S)-3-amino-4-fluoro-pyrrole